1-({(5S,7S)-3-[2-methyl-2-(5-phenyl-1,3,4-oxadiazol-2-yl)propyl]-2-oxo-1-oxa-3-azaspiro[4.5]dec-7-yl}methyl)-1H-benzimidazole-6-carbonitrile CC(CN1C(O[C@]2(C1)C[C@H](CCC2)CN2C=NC1=C2C=C(C=C1)C#N)=O)(C)C=1OC(=NN1)C1=CC=CC=C1